4-(6-(1'-isobutyl-[1,4'-bipiperidin]-4-yl)-4-methyl-1H-benzo[d]imidazol-2-yl)-3,5-dimethylisoxazole C(C(C)C)N1CCC(CC1)N1CCC(CC1)C=1C=C(C2=C(NC(=N2)C=2C(=NOC2C)C)C1)C